N1CC(C1)CN1[C@@H]([C@H]([C@@H]([C@H](C1)OCC1=CC=CC=C1)OCC1=CC=CC=C1)OCC1=CC=CC=C1)C (2r,3r,4r,5s)-1-(azetidin-3-ylmethyl)-3,4,5-tris(benzyloxy)-2-methylpiperidine